N1(CCNCCN(CCC1)CC=1C(=C(C(=O)NC(CO)CO)C=C(C1)C)O)CC=1C(=C(C(=O)NC(CO)CO)C=C(C1)C)O 3,3'-[1,4,7-triazecane-1,7-diylbis(methylene)]bis[N-(1,3-dihydroxypropan-2-yl)-2-hydroxy-5-methylbenzamide]